6-fluoro-2-{3-[(4-methanesulfonyl-2-methoxyphenyl)amino]prop-1-yn-1-yl}-N-(1-methylpiperidin-4-yl)-1-(2,2,2-trifluoroethyl)-1H-indol-4-amine FC=1C=C(C=2C=C(N(C2C1)CC(F)(F)F)C#CCNC1=C(C=C(C=C1)S(=O)(=O)C)OC)NC1CCN(CC1)C